Cl.ClC1=C(C2=C(SC3=C2N=CN=C3NC3CN(C3)C3=NC=C(C=N3)F)N=C1C)C 8-chloro-N-[1-(5-fluoropyrimidin-2-yl)azetidin-3-yl]-7,9-dimethyl-pyrido[3',2':4,5]thieno[3,2-d]pyrimidin-4-amine hydrochloride